C([C@H](C)O)O (S)-propan-1,2-diol